(S)-1-cyano-N-(4-(3-cyanophenyl)thiazol-2-yl)-N-methylpyrrolidine-2-carboxamide C(#N)N1[C@@H](CCC1)C(=O)N(C)C=1SC=C(N1)C1=CC(=CC=C1)C#N